(R)-N-(1-(3-amino-5-(trifluoromethyl)phenyl)ethyl)-2-(4-methylpiperazin-1-yl)-6-(pyrrolidin-1-yl)pyrido[3,4-d]pyrimidin-4-amine NC=1C=C(C=C(C1)C(F)(F)F)[C@@H](C)NC=1C2=C(N=C(N1)N1CCN(CC1)C)C=NC(=C2)N2CCCC2